FC(C(C(C(F)(F)F)(F)F)(F)F)(F)S(=O)(=O)OC1=CCN(C2(CC2)C1)C(=O)OC(C)(C)C tert-butyl 7-(1,1,2,2,3,3,4,4,4-nonafluorobutylsulfonyloxy)-4-azaspiro[2.5]oct-6-ene-4-carboxylate